COC(C1CCN(CC1)CC=1C=C2C(N(C(C2=CC1)=O)C1C(NC(CC1)=O)=O)=O)OC 5-((4-(Dimethoxymethyl)piperidin-1-yl)methyl)-2-(2,6-dioxopiperidin-3-yl)isoindoline-1,3-dione